FC(C(C(F)(F)F)OC1=NC(=NC(=N1)OC(C(F)(F)F)C(F)(F)F)OC(C(F)(F)F)C(F)(F)F)(F)F 2,4,6-tris(hexafluoroisopropoxy)-1,3,5-triazine